(S*)-N5-(3-((2r,5S)-5-amino-1,3-dioxan-2-yl)propyl)-N7,3-dimethyl-3-phenyl-2,3-dihydrobenzofuran-5,7-dicarboxamide NC1COC(OC1)CCCNC(=O)C=1C=C(C2=C([C@@](CO2)(C2=CC=CC=C2)C)C1)C(=O)NC |o1:18|